ClC1=CC(=C(C=C1)C1=NC(=C2C(=N1)N(N=C2)C2=CC=C(C=C2)F)NC(=O)C=2SC(=CC2)[N+](=O)[O-])F N-(6-(4-chloro-2-fluorophenyl)-1-(4-fluorophenyl)-1H-pyrazolo[3,4-d]pyrimidin-4-yl)-5-nitrothiophene-2-carboxamide